N-[6-chloro-5-(ethoxymethyl)-4-methylpyridazin-3-yl]-1,3-benzothiazol-2-amine ClC1=C(C(=C(N=N1)NC=1SC2=C(N1)C=CC=C2)C)COCC